azetidin-1-yl-[4-(hydroxymethyl)bicyclo[2.2.2]oct-1-yl]methanone N1(CCC1)C(=O)C12CCC(CC1)(CC2)CO